OCC1=CC=C(C=C1)NC(CCCCNC(=O)N)=O (S)-1-[[4-(hydroxymethyl)phenyl]amino]-1-oxo-5-ureidopentane